2-(4-((4-(4-(azetidin-1-ylmethyl)phenyl)-1H-1,2,3-triazol-1-yl)methyl)-3-fluorophenyl)-5-(difluoromethyl)-1,3,4-oxadiazole N1(CCC1)CC1=CC=C(C=C1)C=1N=NN(C1)CC1=C(C=C(C=C1)C=1OC(=NN1)C(F)F)F